ClC=1C=C(C#N)C=C(C1)OC1=C(N=CN(C1=O)CC1=CC=C(C=C1)OC)C(C)(F)F 3-chloro-5-((4-(1,1-difluoroethyl)-1-(4-methoxybenzyl)-6-oxo-1,6-dihydropyrimidin-5-yl)oxy)benzonitrile